N-cyclobutyl-5-(imidazo[1,2-b]pyridazin-6-yl)pyrrolo[2,1-f][1,2,4]triazin-2-amine C1(CCC1)NC1=NN2C(C=N1)=C(C=C2)C=2C=CC=1N(N2)C=CN1